N-(5-(((2S,4R)-4-((5-(difluoromethyl)pyridin-2-yl)oxy)-2-methylpyrrolidin-1-yl)methyl)thiazol-2-yl)acetamide FC(C=1C=CC(=NC1)O[C@@H]1C[C@@H](N(C1)CC1=CN=C(S1)NC(C)=O)C)F